IC=1N=CNC1 4-iodoimidazole